C(CCC)(=O)N butan-amid